C(C1=CC=CC=C1)NC(=O)C=1OC2=C(C1)C=CC=C2 N-benzyl-benzofuran-2-carboxamide